tert-Butyl 5-[4-[[6-[[2-chloro-6-[3-[2-[1-(trifluoromethyl)cyclopropyl]ethoxy] pyrazol-1-yl]pyridine-3-carbonyl]sulfamoyl]-2-pyridyl]amino]butyl]-2,2-dimethyl-pyrrolidine-1-carboxylate ClC1=NC(=CC=C1C(=O)NS(=O)(=O)C1=CC=CC(=N1)NCCCCC1CCC(N1C(=O)OC(C)(C)C)(C)C)N1N=C(C=C1)OCCC1(CC1)C(F)(F)F